C1=CC=CC=2C3=CC=CC=C3C(C12)COC(=O)N1CCC2(CC(C2)C(=O)O)CC1 7-(((9H-fluorene-9-yl)methoxy)carbonyl)-7-azaspiro[3.5]nonane-2-carboxylic acid